N1=CN=CC2=CC(=CC=C12)C=O QUINAZOLINE-6-CARBALDEHYDE